FC1=C(C#N)C=CC(=C1)C1=CN=CC2=C1SCCN2S(=O)(=O)C2=CC=C(C=C2)OC 2-fluoro-4-(4-((4-methoxyphenyl)sulfonyl)-3,4-dihydro-2H-pyrido[4,3-b][1,4]thiazin-8-yl)-benzonitrile